2',3-bis[[3-[3,5-di-tert-butyl-4-hydroxyphenyl]propionyl]]propionohydrazide (n-butyl)(2-ethylhexyl)isophthalate C(CCC)C1=C(C(=C(C(=O)O)C=C1)CC(CCCC)CC)C(=O)O.C(C)(C)(C)C=1C=C(C=C(C1O)C(C)(C)C)CCC(=O)NNC(CCC(CCC1=CC(=C(C(=C1)C(C)(C)C)O)C(C)(C)C)=O)=O